6-bromoimidazo[1,2-a]pyridine-2-carboxylic acid BrC=1C=CC=2N(C1)C=C(N2)C(=O)O